tetraoctyl-ammonium azide [N-]=[N+]=[N-].C(CCCCCCC)[N+](CCCCCCCC)(CCCCCCCC)CCCCCCCC